S1C2=C(C=C1)C=CC=C2C(C(C2=CC=CC=C2)C=2C(=NC1=CC=C(C=C1C2)Br)OC)(CCN(C)C)O 2-(benzo[b]thiophen-7-yl)-1-(6-bromo-2-methoxyquinolin-3-yl)-4-(dimethylamino)-1-phenylbutan-2-ol